ClC=1C=C(C=C(C1)Cl)C1=NN=C(O1)COC1=C(C=C(C=C1OC)C=CC(=O)O)OC 3-(4-((5-(3,5-dichlorophenyl)-1,3,4-oxadiazol-2-yl)methoxy)-3,5-dimethoxyphenyl)acrylic acid